Methyl (R)-4-((3-aminopiperidin-1-yl)methyl)picolinate N[C@H]1CN(CCC1)CC1=CC(=NC=C1)C(=O)OC